[(3-fluoro-1H-indol-6-yl)sulfanyl]formonitrile FC1=CNC2=CC(=CC=C12)SC#N